ClCC1=C(C=CC(=C1)F)C1OCCC1 (2-(chloromethyl)-4-fluorophenyl)tetrahydrofuran